2-Methyl-6-azapentalene CC1=CC2=NC=CC2=C1